The molecule is a dicarboxylic acid that is glutaric acid in which one of the two hydrogens at position 3 is substituted by a hydroxy group, while the other is substituted by a methyl group. It has been found to accumulate in urine of patients suffering from HMG-CoA lyase (3-hydroxy-3-methylglutaryl-CoA lyase, EC 4.1.3.4) deficiency. It occurs as a plant metabolite in Crotalaria dura. It has a role as an antimetabolite, an anticholesteremic drug, an EC 1.1.1.34/EC 1.1.1.88 (hydroxymethylglutaryl-CoA reductase) inhibitor, a human metabolite and a plant metabolite. It is a dicarboxylic acid, a 3-hydroxy carboxylic acid and a tertiary alcohol. It derives from a glutaric acid. It is a conjugate acid of a 3-hydroxy-3-methylglutarate(1-). CC(CC(=O)O)(CC(=O)O)O